N-((3R,4S)-4-((2-(2,6-dichloro-3,5-dimethoxyphenyl)-4-(3,3-dimethylazetidin-1-yl)pyrido[3,4-d]pyrimidin-6-yl)amino)tetrahydrofuran-3-yl)acrylamide ClC1=C(C(=C(C=C1OC)OC)Cl)C=1N=C(C2=C(N1)C=NC(=C2)N[C@H]2[C@H](COC2)NC(C=C)=O)N2CC(C2)(C)C